O(C1=CC=CC=C1)C=1C=C(C(=O)O)C=CC1 Anti-3-phenoxybenzoic acid